1-(4-chlorophenyl)-N-cyclopentyl-N-methyl-1H-1,2,4-triazole-3-carboxamide ClC1=CC=C(C=C1)N1N=C(N=C1)C(=O)N(C)C1CCCC1